C(CCCCC)NCCCCCCCCC(=O)OCC(CCCCCCCC)CCCCCC 2-Hexyldecyl 9-(hexylamino)nonanoate